C(C)OC(=O)C1=C(N=C(N1OCC1=CC=C(C=C1)[N+](=O)[O-])C1=CC(=CC=C1)C#N)C 2-(3-cyanophenyl)-4-methyl-1-[(4-nitrobenzyl)oxy]-1H-imidazole-5-carboxylic acid ethyl ester